COC=1C2=C(N=C(N1)C#N)CN(C2C)C(CC2CN(C2)C2=CC(=NC(=C2)C(F)(F)F)OC)=O 4-Methoxy-6-(2-(1-(2-methoxy-6-(trifluoromethyl)pyridin-4-yl)azetidin-3-yl)acetyl)-5-methyl-6,7-dihydro-5H-pyrrolo[3,4-d]pyrimidine-2-carbonitrile